3-(4-(((1-(2-fluoroethyl)-1H-1,2,3-triazol-4-yl)methoxy)methyl)phenyl)-1,2,4,5-tetrazine FCCN1N=NC(=C1)COCC1=CC=C(C=C1)C=1N=NC=NN1